1-(4-(4-ethylpiperidin-1-yl)phenyl)cyclohexane-1,4-diamine C(C)C1CCN(CC1)C1=CC=C(C=C1)C1(CCC(CC1)N)N